FC1=CC(=CC(=N1)N1C(C2=C(N=C(N=C2)OC)CC1)C)OC 6-(6-fluoro-4-methoxy-2-pyridyl)-2-methoxy-5-methyl-7,8-dihydro-5H-pyrido[4,3-d]pyrimidine